CN(C1(CCC2(CNC(N2CC2(CCC2)C#N)=O)CC1)C1=CC=CC=C1)C 1-[(8-dimethylamino-2-oxo-8-phenyl-1,3-diazaspiro[4.5]decan-1-yl)-methyl]-cyclobutane-1-carbonitrile